C1(CC1)C(=O)N1CCN(CC1)C=1C=NC=2N(C1)N=CC2I Cyclopropyl-(4-(3-iodopyrazolo[1,5-a]pyrimidin-6-yl)piperazin-1-yl)methanone